5-{5-[(5-Methoxypyridin-2-yl)methoxy]-1,3-benzoxazol-2-yl}pyridin-2-amine COC=1C=CC(=NC1)COC=1C=CC2=C(N=C(O2)C=2C=CC(=NC2)N)C1